C(C)OC1=C(C=CC=C1)NS(=O)(=O)C1=CC=C(C=C1)NC(NCC=1C=NC=CC1)=O 3-{4-[(2-ethoxyphenyl)sulfamoyl]phenyl}-1-(pyridin-3-ylmethyl)urea